BrC1=CC(=NC=C1)C(C(=O)OC)CCNC(=O)OC(C)(C)C methyl 2-(4-bromo-2-pyridyl)-4-(tert-butoxycarbonylamino)butanoate